(S)-(3-(1H-1,2,4-triazol-1-yl)phenyl)(2,7-dimethyl-3-(3,4,5-trifluorophenyl)-2,4,5,7-tetrahydro-6H-pyrazolo[3,4-c]pyridin-6-yl)methanone N1(N=CN=C1)C=1C=C(C=CC1)C(=O)N1[C@H](C=2C(CC1)=C(N(N2)C)C2=CC(=C(C(=C2)F)F)F)C